C(#C)C=1C=C(C(=NC1)OC1CC(NC1)C(=O)O)N1CCOC2(COC2)[C@@H]1C 4-({5-ethynyl-3-[(9S)-9-methyl-2,5-dioxa-8-azaspiro[3.5]non-8-yl]pyridin-2-yl}oxy)pyrrolidine-2-carboxylic acid